N1=NC=CC2=C1NCC2 5,6-dihydropyrrolo[2,3-c]pyridazine